FC=1C(=C(C=C2CCN(CC12)C1CN(C1)CC=1C(=NN(C1C)C)C)O)N1CC(NS1(=O)=O)=O 5-(8-fluoro-6-hydroxy-2-{1-[(1,3,5-trimethyl-1H-pyrazol-4-yl)methyl]azetidin-3-yl}-1,2,3,4-tetrahydroisoquinolin-7-yl)-1λ6,2,5-thiadiazolidine-1,1,3-trione